COC=1C=C(C(=O)OC(CC=C)CCCCCCCCCC)C=C(C1OC)OC tetradec-1-en-4-yl 3,4,5-trimethoxybenzoate